[Fe](Cl)Cl.CC1=C(C(=CC=C1)C)N=C(C)C1=NC(=CC=C1)C(C)=NC1=C(C=CC=C1C)Br 2-[1-(2,6-dimethylphenylimino)ethyl]-6-[1-(2-bromo-6-methylphenylimino)ethyl]pyridine iron dichloride